C(#N)C=1C=NN2C1C(=CC(=C2)OCC(C)(C)O)C=2C=CC(=NC2)N2CC(CC2)NC(OC(C)(C)C)=O tert-butyl (1-(5-(3-cyano-6-(2-hydroxy-2-methyl propoxy)pyrazolo[1,5-a]pyridin-4-yl)pyridin-2-yl)pyrrolidin-3-yl)carbamate